ethylenimine monoazide [N-]=[N+]=[N-].N1CC1